3-(2-isopropylphenyl)-N-(6-methyl-2-propoxypyridin-3-yl)-1-sulfamoyl-azetidine-3-carboxamide C(C)(C)C1=C(C=CC=C1)C1(CN(C1)S(N)(=O)=O)C(=O)NC=1C(=NC(=CC1)C)OCCC